[Na+].CN1C=2C(NC(=NC2NC[C@@H]1CNC1=CC=C(C(N[C@@H](CCC(=O)[O-])C(=O)O)=O)C=C1)N)=O 5-methyl-(6S)-tetrahydrofolic acid monosodium salt